2-amino-3-methylbutan-1-one Hydrochloride Cl.NC(C=O)C(C)C